N-Isopropyl-4-[(2-methylhydrazino)methyl]benzamide C(C)(C)NC(C1=CC=C(C=C1)CNNC)=O